3-[7-methoxy-4-(oxan-4-yl)-1H-1,3-benzodiazol-2-yl]-1-[(1,3-thiazol-2-yl)methyl]urea COC1=CC=C(C2=C1NC(=N2)NC(NCC=2SC=CN2)=O)C2CCOCC2